N2-[(2R)-2-aminopropyl]-5-chloro-3-methyl-N7-[(thiophen-2-yl)methyl]thieno[3,2-b]pyridine-2,7-diamine hydrochloride Cl.N[C@@H](CNC1=C(C2=NC(=CC(=C2S1)NCC=1SC=CC1)Cl)C)C